ClC1=CC=C(C=C1)C=1N=NC(=C2C1CN(CC2)C(C)=O)NC2CN(CCC2)C 1-(4-(4-chlorophenyl)-1-((1-methylpiperidin-3-yl)amino)-7,8-dihydropyrido[3,4-d]pyridazin-6(5H)-yl)ethan-1-one